α-(p-toluenesulfonyloxyimino)-phenylacetonitrile CC1=CC=C(C=C1)S(=O)(=O)ON=C(C#N)C1=CC=CC=C1